2-(3,4-epoxycyclohexyl)benzene C1(CC2C(CC1)O2)C2=CC=CC=C2